Isopropyl-p-tert-butylbenzoylphenylphosphinat C(C)(C)C1=C(C=CC(=C1)C(C)(C)C)P([O-])(=O)C(C1=CC=CC=C1)=O